NC1=NC=CC=2N1C(=NC2C=C)C2=CC=C(CNC(C1=C(C=CC(=C1)F)OC)=O)C=C2 N-(4-(5-amino-1-vinylimidazo[1,5-c]pyrimidin-3-yl)benzyl)-5-fluoro-2-methoxybenzamide